C(#N)C1=C(C=C(C=C1)N1[C@H](O[C@@H](C1)COC1=CC=C(C=C1)CC(=O)N)C(F)(F)F)C(F)(F)F 2-(4-(((2R,5S)-3-(4-cyano-3-(trifluoromethyl)phenyl)-2-(trifluoromethyl)oxazolidin-5-yl)methoxy)phenyl)acetamide